C(C=C)(=O)NC1=CC=C(C(=O)NC2=CC(=CC=C2)NC2=NC(=NC=3N2N=CC3C(C)C)OC3CCN(CC3)C)C=C1 4-acrylamido-N-(3-((8-isopropyl-2-((1-methylpiperidin-4-yl)oxy)pyrazolo[1,5-a][1,3,5]triazin-4-yl)amino)phenyl)benzamide